2-bromo-1-(2-chlorophenyl)ethan-1-one BrCC(=O)C1=C(C=CC=C1)Cl